3,4-Dichloro-N-(4-((2,3-dihydro-1H-indene-5-yl)amino)-2-(naphthalen-1-yl)quinazolin-6-yl)benzamide ClC=1C=C(C(=O)NC=2C=C3C(=NC(=NC3=CC2)C2=CC=CC3=CC=CC=C23)NC=2C=C3CCCC3=CC2)C=CC1Cl